ClC[C@@H]1CN(C2=CC(=C3C(=C12)C(=CS3)C)OC(=O)N3CCN(CC3)C)C(=O)C=3NC1=CC=C(C=C1C3)NC(=O)C=3NC1=CC=C(C=C1C3)[N+](=O)[O-] (8S)-8-(chloromethyl)-1-methyl-6-[(5-{[(5-nitro-1H-indol-2-yl)carbonyl]amino}-1H-indol-2-yl)carbonyl]-7,8-dihydro-6H-thieno[3,2-e]indol-4-yl-4-methylpiperazine-1-carboxylate